CC1=CC=C(C=C1)C(C)=O 1-(4-Methylphenyl)-Ethanon